CNC[C@@H](C(=O)O)N The molecule is a non-proteinogenic L-alpha-amino acid that is L-alanine in which one of the methyl hydrogens is replaced by a methylamino group. A non-proteinogenic amino acid produced by cyanobacteria, it is a neurotoxin that has been postulated as a possible cause of neurodegenerative disorders of aging such as Alzheimer's disease, amyotrophic lateral sclerosis, and the amyotrophic lateral sclerosis/parkinsonism-dementia complex (ALS-PDC) syndrome of Guam. It has a role as a neurotoxin and a bacterial metabolite. It is a secondary amino compound, a non-proteinogenic L-alpha-amino acid, a L-alanine derivative and a diamino acid.